1-DECEN C=CCCCCCCCC